OC1=CC=C(C=C1)C1=C(C=C(C=C1C)C)C 4'-hydroxy-2,4,6-trimethylbiphenyl